C(C)C=1C=C2CN(C(C2=CC1CC1=CC=C(C=C1)C1=NN(C=C1)C)=O)[C@@H]1COCC[C@H]1O 1,5-anhydro-2,4-dideoxy-2-(5-ethyl-6-(4-(1-methyl-1H-pyrazol-3-yl)benzyl)-1-oxo-1,3-dihydro-2H-isoindol-2-yl)-D-threo-pentitol